C[C@@H]1N(CC1)C=1N=C(C2=C(N1)CCC2)C=2C=C(C=CC2)[C@H]2[C@@H](C2)C#N trans-2-[3-[2-[(2S)-2-methylazetidin-1-yl]-6,7-dihydro-5H-cyclopenta[d]pyrimidin-4-yl]phenyl]cyclopropanecarbonitrile